C1(CC1)C#C[C@@]1(NC(NC2=CC(=C(C=C12)F)CN1N=CC(=C1)OC)=O)C(C)(F)F (S)-4-(cyclopropylethynyl)-4-(1,1-difluoroethyl)-6-fluoro-7-((4-methoxy-1H-pyrazol-1-yl)methyl)-3,4-dihydroquinazolin-2(1H)-one